COC=1C=C2C(=NC=NC2=CC1OC)N1CC(C1)CCB1OC(C(O1)(C)C)(C)C 6,7-dimethoxy-4-(3-(2-(4,4,5,5-tetramethyl-1,3,2-dioxaborolan-2-yl)ethyl)azetidin-1-yl)quinazoline